CC(C(CCCCCCCCCC)O)O 2,3-Tridecandiol